3-(5-((5-((4-chlorophenyl)difluoromethyl)-1,2,4-oxadiazol-3-yl)methyl)-1-oxoisoindolin-2-yl)piperidine-2,6-dione ClC1=CC=C(C=C1)C(C1=NC(=NO1)CC=1C=C2CN(C(C2=CC1)=O)C1C(NC(CC1)=O)=O)(F)F